1-[1-(1-fluorocyclopropane-1-carbonyl)-1,2,3,4-tetrahydroquinolin-6-yl]-N-(5-fluoropyridin-2-yl)cyclobutane-1-carboxamide FC1(CC1)C(=O)N1CCCC2=CC(=CC=C12)C1(CCC1)C(=O)NC1=NC=C(C=C1)F